CC1=NN(C(=C1)NC(=O)C=1C=NN2C1N=CC=C2)C=2C=C(C=CC2)C N-(3-methyl-1-m-tolyl-1H-pyrazol-5-yl)pyrazolo[1,5-a]pyrimidine-3-carboxamide